CC=1C=NC(=NC1)N1CCOCC1 4-(5-methylpyrimidin-2-yl)morpholine